3-chloro-2-methyl-7-(2-(trifluoromethoxy)phenyl)benzo[4,5]thieno[2,3-b]pyridin-4-ol ClC=1C(=C2C(=NC1C)SC1=C2C=CC(=C1)C1=C(C=CC=C1)OC(F)(F)F)O